ClC1=CC=C(C=C1)N(CC)CC1=C(C=CC(=C1)[N+](=O)[O-])O 2-(((4-Chlorophenyl)(ethyl)amino)methyl)-4-nitrophenol